N1(N=CC=C1)CC=1C=CC(=NC1C1CC1)C(=O)O 5-((1H-pyrazol-1-yl)methyl)-6-cyclopropylpicolinic acid